BrC1=C2[C@@H](COC(C2=CC(=C1)C)(CO)CCCO)C 3-((4S)-5-bromo-1-(hydroxymethyl)-4,7-dimethylisochroman-1-yl)propan-1-ol